CNCOCCOCCOCCOCNC 4,7,10,13-tetraoxa-2,15-diazahexadecane